NC=1C(=C(C=C2C=C(N=CC12)NC(=O)NC1C2CN(CC12)CC(F)F)C1=C(C2=C(OCCN2)N=C1)C)F 1-(8-Amino-7-fluoro-6-(8-methyl-2,3-dihydro-1H-pyrido[2,3-b][1,4]oxazin-7-yl)isoquinolin-3-yl)-3-(3-(2,2-difluoroethyl)-3-azabicyclo[3.1.0]hexan-6-yl)urea